(S)-8-(2-amino-6-((R)-1-(5-chloro-3'-hydroxy-[1,1'-biphenyl]-2-yl)-2,2,2-trifluoroethoxy)pyrimidin-4-yl)-2,8-diazaspiro[4.5]decane-3-carboxylic acid NC1=NC(=CC(=N1)N1CCC2(C[C@H](NC2)C(=O)O)CC1)O[C@@H](C(F)(F)F)C1=C(C=C(C=C1)Cl)C1=CC(=CC=C1)O